1-acetonyl-4-bromo-3-methoxy-pyrrole-2-carbaldehyde C(C(=O)C)N1C(=C(C(=C1)Br)OC)C=O